ClC=1C=CC(=C(C1)C1=NN(C=C1NC(=O)C=1C=NN2C1N=CC=C2)CC(C)(C)O)OCC N-(3-(5-chloro-2-ethoxyphenyl)-1-(2-hydroxy-2-methylpropyl)-1H-pyrazol-4-yl)pyrazolo[1,5-a]pyrimidine-3-carboxamide